ClC1=NC(=C(C(=N1)N1C[C@@H](N(CC1)C(=O)O)CC#N)[N+](=O)[O-])CC1(CCCC2=C(C=C(C=C12)C)F)C(=O)OC (2S)-4-(2-chloro-6-((5-fluoro-1-(methoxycarbonyl)-7-methyl-1,2,3,4-tetrahydronaphthalen-1-yl)methyl)-5-nitropyrimidin-4-yl)-2-(cyanomethyl)piperazine-1-carboxylic acid